C(N)(O[C@H](C(=O)N1[C@@H]([C@H]2C([C@H]2C1)(C)C)C(N[C@H](C(=O)N)CN1C(NCC1)=O)=O)C(C)(C)C)=O ((S)-1-((1R,2S,5S)-2-(((S)-1-amino-1-oxo-3-(2-oxoimidazolin-1-yl) propan-2-yl) carbamoyl)-6,6-dimethyl-3-azabicyclo[3.1.0]hex-3-yl)-3,3-dimethyl-1-oxobutan-2-yl) carbamate